3-[(E)-6-Hydroxyhex-2-enyl]-6,6,9-trimethyl-6a,7,10,10a-tetrahydrobenzo[c]chromen-1-ol OCCC/C=C/CC=1C=C(C=2C3C(C(OC2C1)(C)C)CC=C(C3)C)O